tert-butyl 5-(hydroxymethyl)-4-methoxy-3',6'-dihydro-[2,4'-bipyridine]-1'(2'H)-carboxylate OCC=1C(=CC(=NC1)C=1CCN(CC1)C(=O)OC(C)(C)C)OC